C(C(C)C)OC(C=C)=O.FC1(C(C1)C1=CNC=2N=CN=C(C21)N[C@H]2CN(CCC2)C(C=C)=O)F 1-((3R)-3-((5-(2,2-difluorocyclopropyl)-7H-pyrrolo[2,3-d]pyrimidin-4-yl)amino)piperidin-1-yl)prop-2-en-1-one i-Butylacrylat